C(C1=CC=CC=C1)C1=C2N(C=C(N1)C1=CC=CC=C1)C(C(=N2)CC2=CC(=C(OCCCCCCNC(OC(C)(C)C)=O)C=C2)F)=O Tert-butyl (6-(4-((8-benzyl-3-oxo-6-phenyl-3,7-dihydroimidazo[1,2-a]pyrazin-2-yl)methyl)-2-fluorophenoxy)hexyl)carbamate